The molecule is an unsaturated fatty acyl-CoA that results from the formal condensation of the thiol group of coenzyme A with the carboxy group of (9Z,12Z,15Z,18Z,21Z)-tetracosapentaenoic acid. It is a member of the n-3 PUFA and is the product of alpha-linolenic acid metabolism. It is an unsaturated fatty acyl-CoA and a very long-chain fatty acyl-CoA. It derives from a (9Z,12Z,15Z,18Z,21Z)-tetracosapentaenoic acid. It is a conjugate acid of a (9Z,12Z,15Z,18Z,21Z)-tetracosapentaenoyl-CoA(4-). CC/C=C\\C/C=C\\C/C=C\\C/C=C\\C/C=C\\CCCCCCCC(=O)SCCNC(=O)CCNC(=O)[C@@H](C(C)(C)COP(=O)(O)OP(=O)(O)OC[C@@H]1[C@H]([C@H]([C@@H](O1)N2C=NC3=C(N=CN=C32)N)O)OP(=O)(O)O)O